N-(3,5-dimethylphenyl)-2H-benzopyran-3-carboxamide CC=1C=C(C=C(C1)C)NC(=O)C=1COC2=C(C1)C=CC=C2